1-(cyclopropylamino)-4-(2-fluoro-3-methoxyphenyl)-6-(trifluoromethyl)-3H-pyrido[1,2-C]pyrimidin-3-one C1(CC1)NC1=NC(C(=C2N1C=CC(=C2)C(F)(F)F)C2=C(C(=CC=C2)OC)F)=O